5-(2,3-bis(stearoyloxy)propoxy)4-((tert-butoxycarbonyl)amino)-5-oxopentanoic acid C(CCCCCCCCCCCCCCCCC)(=O)OC(COC(C(CCC(=O)O)NC(=O)OC(C)(C)C)=O)COC(CCCCCCCCCCCCCCCCC)=O